[8-(4-piperazin-1-ylbut-1-ynyl)imidazo[1,2-a]Pyridin-3-yl]Hexahydropyrimidine N1(CCNCC1)CCC#CC=1C=2N(C=CC1)C(=CN2)N2CNCCC2